C(C=C)(=O)N1C[C@@H](N([C@H](C1)C)S(=O)(=O)C)C1=CC(=NC(=C1)Cl)C1=CC(=NC=N1)C(=O)NC 6-(4-((2S,6S)-4-acryloyl-6-methyl-1-(methylsulfonyl)piperazin-2-yl)-6-chloropyridin-2-yl)-N-methylpyrimidine-4-carboxamide